BrC1=CC=C(C=C1)C1=CC2=C(C3=C(O2)C=C2C=CC=CC2=C3)C=C1 3-(4-bromophenyl)naphtho[2,3-b]benzofuran